FC1(C2(C(C(C(C1(F)F)(C2(C(F)(F)F)C(F)(F)F)F)(F)F)(F)F)C(F)(F)F)F perfluorobornan